NCCN(CCCS(=O)(=O)O)CCN 3-[bis(2-aminoethyl)amino]-1-propanesulfonic acid